C(#N)C=1C=C(C2=C(N(C(=N2)NC(CC(C(F)(F)F)(C)C)=O)C2(CCC2)C)C1)OC(F)F N-(6-cyano-4-(difluoromethoxy)-1-(1-methylcyclobutyl)-1H-benzo[d]imidazol-2-yl)-4,4,4-trifluoro-3,3-dimethylbutanamide